NC=1CC(=CC2=C(N1)C=C(C=C2)C2(CC2)C(NCC2=CC=C(C=C2)N)=O)C(=O)N(CCC)CCO 2-amino-8-(1-((4-aminobenzyl)carbamoyl)cyclopropyl)-N-(2-hydroxyethyl)-N-propyl-3H-benzo[b]azepine-4-carboxamide